3-(5-((4-((4-(4-fluorophenyl)piperazin-1-yl)methyl)benzyl)amino)-4-oxoquinazolin-3(4H)-yl)piperidine-2,6-dione FC1=CC=C(C=C1)N1CCN(CC1)CC1=CC=C(CNC2=C3C(N(C=NC3=CC=C2)C2C(NC(CC2)=O)=O)=O)C=C1